trans-3-((Cyclopropylmethyl)amino)-5-(4-hydroxy-4-methylcyclohexyl)-8-(4-methylpiperazin-1-yl)pyrimido[4,5-c]isoquinolin-6(5H)-one C1(CC1)CNC=1N=CC2=C(N(C(C=3C=C(C=CC23)N2CCN(CC2)C)=O)C2CCC(CC2)(C)O)N1